4-FLUORO-1H-INDAZOL-6-YLBORONIC ACID FC1=C2C=NNC2=CC(=C1)B(O)O